COP(OC)(=O)CC(C1=CC=C(C=C1)C)=O (2-oxo-2-(p-tolyl)ethyl)phosphonic acid dimethyl ester